ClS(=O)(=O)C=1C=CC2=C(C(=CO2)C)C1 5-(chlorosulfonyl)-3-methylbenzofuran